tert-butyl (2S)-1-[5-[[5-(1H-benzimidazol-2-yl)-1-[(4-methoxyphenyl)methyl]-pyrazol-3-yl]carbamoyl]-2-pyridyl]pyrrolidine-2-carboxylate N1C(=NC2=C1C=CC=C2)C2=CC(=NN2CC2=CC=C(C=C2)OC)NC(=O)C=2C=CC(=NC2)N2[C@@H](CCC2)C(=O)OC(C)(C)C